FC1(C(CN(CC1)C(C(=O)NC1=NC=C(C=C1)OC1=CC=C(C=C1)F)C)C1=CC(=[N+](C=C1)[O-])C(C(F)(F)F)O)F 4-(4,4-difluoro-1-(1-((5-(4-fluorophenoxy)pyridin-2-yl)amino)-1-oxopropan-2-yl)piperidin-3-yl)-2-(2,2,2-trifluoro-1-hydroxyethyl)pyridine 1-oxide